C(C)(C)(C)C1=CC=C(C=C1)C(CC(O)C1=CC=C(C=C1)OC)O 1-(4-tert-butylphenyl)-3-(4-methoxyphenyl)-1,3-propanediol